N[C@H](C(=O)NC=1C=CC=C2C(=CNC12)C=1C=NNC1)CC1=CNC2=CC=CC=C12 (2S)-2-amino-3-(1H-indol-3-yl)-N-[3-(1H-pyrazol-4-yl)-1H-indol-7-yl]propionamide